N1C(CCCC1)C(=O)OCC (+)-ethyl piperidine-2-carboxylate